FC1=C2[C@H](CCOC2=CC(=C1)F)OC1=CC(=CC=2NC(=NC21)C)C(=O)N(C)C (S)-4-(5,7-difluorochroman-4-yloxy)-N,N,2-trimethyl-1H-benzo[d]imidazole-6-carboxamide